CCOP(=S)(OCC)OC1=NC(=C(C=C1Cl)Cl)Cl O,O-diethyl O-3,5,6-trichloro-2-pyridyl phosphorothioate